(S)-N-(2-(1-(6-ethoxy-5-methoxypyridin-2-yl)-2-(methylsulfonyl)ethyl)-1,3-dioxoisoindolin-4-yl)-3-methylbutanamide C(C)OC1=C(C=CC(=N1)[C@@H](CS(=O)(=O)C)N1C(C2=CC=CC(=C2C1=O)NC(CC(C)C)=O)=O)OC